methoxy-1-methyl-1,2,3,4-tetrahydronaphthalene COC1(CCCC2=CC=CC=C12)C